Bis-aminoguanidine NNC(NN)=N